2-benzyl-2-dimethylamino-1-(morpholinophenyl)-butane-1-One C(C1=CC=CC=C1)C(C(=O)C1=C(C=CC=C1)N1CCOCC1)(CC)N(C)C